BrC1=CC(=NC=C1)N(C)C 4-bromo-N,N-dimethylpyridine-2-amine